methyl (8S)-7-[2-(5-bromoisoindolin-2-yl)acetyl]-1,4-dioxa-7-azaspiro[4.4]nonane-8-carboxylate BrC=1C=C2CN(CC2=CC1)CC(=O)N1CC2(OCCO2)C[C@H]1C(=O)OC